NS(=NC(CC1=C(C=C(C=C1C)C(F)(F)F)O)=O)(C1=CC=CC=C1)=O N-(amino(oxo)(phenyl)-λ6-sulfaneylidene)-2-(2-hydroxy-6-methyl-4-(trifluoromethyl)phenyl)-acetamide